methane-sulfonylfluoride CS(=O)(=O)F